1,4-diazepine-1-carboxamide N1(C=CN=CC=C1)C(=O)N